ClC=1S(C(=C(C1Cl)Cl)Cl)(=O)=O 2,3,4,5-tetrachloro-1λ6-thiophene-1,1-dione